5-(2-((2-cyclopropyl-2,2-difluoroethyl)amino)-7H-pyrrolo[2,3-d]pyrimidin-5-yl)-N-(2,2-difluoroethyl)pyrazolo[1,5-a]pyridine-3-carboxamide C1(CC1)C(CNC=1N=CC2=C(N1)NC=C2C2=CC=1N(C=C2)N=CC1C(=O)NCC(F)F)(F)F